5-[7-(aminocarbonyl)-2H-indazol-2-yl]-1,2,3,4-tetrahydroisoquinolinium NC(=O)C1=CC=CC2=CN(N=C12)C1=C2CC[NH2+]CC2=CC=C1